Cl.N[C@@H]1CN(CCC1)C1=CC(=NC=C1C#CC1CCOCC1)NC1=NC(=NC=C1)C1=C(C=C(C=C1OC)CO)F (S)-(4-(4-((4-(3-aminopiperidin-1-yl)-5-((tetrahydro-2H-pyran-4-yl)ethynyl)pyridin-2-yl)amino)pyrimidin-2-yl)-3-fluoro-5-methoxyphenyl)methanol hydrochloride